NC=1N=NC(=CC1N1C[C@](CCC1)(F)C1=CC=C(C(=O)OC)C=C1)Cl |r| rac-Methyl 4-(1-(3-amino-6-chloropyridazin-4-yl)-3-fluoropiperidin-3-yl)benzoate